(E)-5-chloro-2-(3-(dimethylamino)acryloyl)isonicotinic acid methyl ester COC(C1=CC(=NC=C1Cl)C(\C=C\N(C)C)=O)=O